N,N,N',N'-tetrakis(2-methoxyethyl)-3,4,5-trimethyleneheptane-1,7-diamine COCCN(CCC(C(C(CCN(CCOC)CCOC)=C)=C)=C)CCOC